C(=C)[C@]1([C@@H](C[C@@H](CC1)C(C)(C)O)C(=C)C)C 2-[(1r,3s,4s)-4-ethenyl-4-methyl-3-(prop-1-en-2-yl)cyclohexyl]propan-2-ol